(8-bromo-3-((tert-Butoxycarbonyl)(propyl)carbamoyl)isoquinolin-4-yl)(tert-Butoxycarbonyl)carbamic acid tert-butyl ester C(C)(C)(C)OC(N(C(=O)OC(C)(C)C)C1=C(N=CC2=C(C=CC=C12)Br)C(N(CCC)C(=O)OC(C)(C)C)=O)=O